thiomorpholinyl (thiomorpholinyl) sulfone N1(CCSCC1)S(=O)(=O)N1CCSCC1